FC(OC1=CC2=C(N=CN2)C=C1)F 5-difluoromethoxybenzimidazol